bis(4-aminophenyl)-N,N'-dimethylethylenediamine NC1=CC=C(C=C1)N(CCN(C)C1=CC=C(C=C1)N)C